C1C(O1)COC(C(C(CC(F)(F)F)F)(F)F)(F)F Octafluoropentyl glycidyl ether